sn-glycero-3-phosphoglycerate OC[C@@H](O)COP(=O)(O)OC(C(=O)[O-])CO